ClC=1C=C(C=CC1N[C@@H](C)C1=CC=CC=C1)S(=O)(=O)NC=1N=CSC1 (S)-3-chloro-4-((1-phenylethyl)amino)-N-(thiazol-4-yl)benzenesulfonamide